Amino-7-butyl-5-((1r,4r)-4-((5,5-dimethyl-2,4-dioxoimidazolidin-1-yl)methyl)-4-fluorocyclohexyl)isothiazolo[3,4-d]pyrimidine-4,6(5H,7H)-dione NC=1SN=C2N(C(N(C(C21)=O)C2CCC(CC2)(F)CN2C(NC(C2(C)C)=O)=O)=O)CCCC